O=C1CCCC=2OC=CC21 4-Oxo-4,5,6,7-tetrahydrobenzo[b]furan